allyl(methoxy)(dimethyl)silane C(C=C)[Si](C)(C)OC